6-((1-(4-aminophenyl)-1H-indazol-6-yl)sulfonyl)-4-((2,3-dihydrobenzofuran-4-yl)amino)-8-methylquinoline-3-carboxamide NC1=CC=C(C=C1)N1N=CC2=CC=C(C=C12)S(=O)(=O)C=1C=C2C(=C(C=NC2=C(C1)C)C(=O)N)NC1=CC=CC2=C1CCO2